2-[1-[3-Cyclopropyl-2-(4,4-dimethyl-1-piperidyl)-6-methyl-4-oxo-chromen-8-yl]ethylamino]benzoic acid C1(CC1)C1=C(OC2=C(C=C(C=C2C1=O)C)C(C)NC1=C(C(=O)O)C=CC=C1)N1CCC(CC1)(C)C